C(C)(C)(C)OC(=O)NC=1SC=C(N1)/C(/C(=O)N[C@H]1C(N(C1=O)OS(=O)(=O)O)(C)C)=N/OC(C(=O)[O-])C 2-(((Z)-(1-(2-((tert-butoxycarbonyl)amino)thiazol-4-yl)-2-(((S)-2,2-dimethyl-4-oxo-1-(sulfooxy)azetidin-3-yl)amino)-2-oxoethylidene)amino)oxy)propanoate